COC1=CC=C(CN(C(CN2C(CN(CC2)CC2=CC(=CC=C2)OC)=O)=O)CC2=CC=C(C=C2)OC)C=C1 N,N-bis(4-methoxybenzyl)-2-(4-(3-methoxybenzyl)-2-oxopiperazin-1-yl)acetamide